2-acetoxybenzoic acid C(C)(=O)OC1=C(C(=O)O)C=CC=C1